C(C)(C)(C)OC(=O)NC1=CC=C(C=C1)C=1SC=C(N1)C(=O)NC(C(=O)N\C(\C(=O)OC)=C\C)=C methyl (E)-2-(2-(2-(4-((tert-butoxycarbonyl)amino)phenyl)thiazole-4-carboxamido)acryl amido)but-2-enoate